Cyclotetrasilane [SiH2]1[SiH2][SiH2][SiH2]1